5-chloro-2-[[4-(trifluoromethyl)-2-(3,3,3-trifluoropropyl)imidazol-1-yl]methyl]pyrimidine ClC=1C=NC(=NC1)CN1C(=NC(=C1)C(F)(F)F)CCC(F)(F)F